FC1=C(/C=C/C(=O)O)C(=CC=C1)F trans-2,6-difluorocinnamic acid